2-(1,3-Benzodioxol-5-yl)-7-(piperazin-1-yl)-4H-pyrido[1,2-a]pyrimidin-4-one O1COC2=C1C=CC(=C2)C=2N=C1N(C(C2)=O)C=C(C=C1)N1CCNCC1